2-[(4-aminophenyl)amino]-6-(2-chlorophenyl)imidazo[1,2-a]pyrimido[5,4-e]pyrimidin-5(6H)-one NC1=CC=C(C=C1)NC=1N=CC=2C(N(C=3N(C2N1)C=CN3)C3=C(C=CC=C3)Cl)=O